8-fluoro-2-((hexahydro-1H-pyrrolizin-7a-yl)methoxy)-7-(naphthalen-1-yl)-4-(2,2,2-trifluoroethoxy)pyrido[4,3-d]pyrimidine FC1=C(N=CC2=C1N=C(N=C2OCC(F)(F)F)OCC21CCCN1CCC2)C2=CC=CC1=CC=CC=C21